ethyl (Z)-2-(fluoromethylene)-5-oxotetrahydro-1H-pyrrolizine-7a(5H)-carboxylate F\C=C/1\CC2(CCC(N2C1)=O)C(=O)OCC